2-hydroxy-4-(4-propoxyphenyl)butanoic acid methyl ester COC(C(CCC1=CC=C(C=C1)OCCC)O)=O